C(C)(C)(C)OC(=O)NC(C(=O)O)C1CCN(CC1)/C(=N/C(=O)OC(C)(C)C)/NC(=O)OC(C)(C)C 2-{[(tert-butoxy)carbonyl]amino}-2-{1-[(E)-{[(tert-butoxy)carbonyl]amino}({[(tert-butoxy)carbonyl]imino})methyl]piperidin-4-yl}acetic acid